FC1=C2CN(C(C2=CC(=C1N1CCN(CC1)CC1CCN(CC1)C1=CC=C(C=C1)/C(=C(/CC)\C1=CC=CC=C1)/C1=CC=C(C=C1)O)F)=O)C1C(NC(CC1)=O)=O (E)-3-(4,6-difluoro-5-(4-((1-(4-(1-(4-hydroxyphenyl)-2-phenylbut-1-en-1-yl)phenyl)piperidin-4-yl)methyl)piperazin-1-yl)-1-oxoisoindolin-2-yl)piperidine-2,6-dione